ClC1=CC2=C(C=N1)C(N(C2)CC(OC)OC)=O 6-chloro-2-(2,2-dimethoxyethyl)-1,2-dihydro-3H-pyrrolo[3,4-c]pyridin-3-one